4'-(4,4,4-trifluorobutyl)-[1,1'-bi(cyclohexane)]-4-carboxylic acid FC(CCCC1CCC(CC1)C1CCC(CC1)C(=O)O)(F)F